FC1=CC=C(C=C1)C=1C=C2C(=NC=NC2=C(C1)OC)NCCN1C(COCC1)=O 4-(2-((6-(4-fluorophenyl)-8-methoxyquinazolin-4-yl)amino)ethyl)morpholin-3-one